carboxyethylhafnium acrylate C(C=C)(=O)[O-].C(=O)(O)CC[Hf+3].C(C=C)(=O)[O-].C(C=C)(=O)[O-]